[Cu].[Zn].[Pb] Lead-zinc-copper